3,4,4-trifluorobut-3-en-1-yl 2-(3-methyl-2H-indazol-2-yl)acetate CC=1N(N=C2C=CC=CC12)CC(=O)OCCC(=C(F)F)F